ClC1=C(N=C(S1)N)N1N=CN=C1 5-chloro-4-(1H-1,2,4-triazol-1-yl)thiazol-2-amine